1-allyl-3-ethylimidazolium C(C=C)N1C=[N+](C=C1)CC